ClC=1C=C2C=C(C(NC2=CC1)=O)C=1N=NN(C1)C1=CC=C(C=C1)S(=O)(=O)N1C[C@@H](CC1)OC 6-chloro-3-{1-[4-((R)-3-methoxy-pyrrolidine-1-sulfonyl)-phenyl]-1H-[1,2,3]triazol-4-yl}-1H-quinolin-2-one